7-methyl-2-((7-methyl-2,3-dihydrobenzo[b][1,4]dioxin-6-yl)amino)-9-((tetrahydro-2H-Pyran-4-yl)methyl)-7,9-dihydro-8H-purin-8-one CN1C(N(C2=NC(=NC=C12)NC1=CC2=C(OCCO2)C=C1C)CC1CCOCC1)=O